FC1=C(C=CC(=N1)C(=O)NC)N1CCN(CC1)CC=1C(=C2N(C(C(=NC2=CC1)NC)=O)CC1=CC=C(C=C1)OC)F 6-fluoro-5-[4-({5-fluoro-4-[(4-methoxyphenyl)methyl]-2-(methylamino)-3-oxoquinoxalin-6-yl}methyl)piperazin-1-yl]-N-methylpyridine-2-carboxamide